3-(4-chloro-5-cyano-2-hydroxy-phenyl)-N,N-dimethyl-benzamide ClC1=CC(=C(C=C1C#N)C=1C=C(C(=O)N(C)C)C=CC1)O